[Si](C)(C)(C(C)(C)C)OC[C@@]1(C(C1)(F)F)CO (S)-(1-(((tert-butyldimethylsilyl)oxy)methyl)-2,2-difluorocyclopropyl)methanol